ClC1=CC=C(C=N1)NC1=NC=CC2=CC(=CC=C12)OC=1C=NN(C1)C N-(6-chloropyridin-3-yl)-6-((1-methyl-1H-pyrazol-4-yl)oxy)isoquinolin-1-amine